C=CCCCCCC Oct-1-ene